tert-butyl (Z)-2-(chloro(hydroxyimino)methyl)piperidine-1-carboxylate Cl\C(\C1N(CCCC1)C(=O)OC(C)(C)C)=N/O